ClC1=CC(=C(S1)C1=CC=C(C(=N1)C)O[C@@H]1C[C@H](CCC1)C(=O)O)COC1=NC=CC(=N1)C(C)C (1S,3S)-3-((6-(5-chloro-3-(((4-isopropylpyrimidin-2-yl)oxy)methyl)thiophen-2-yl)-2-methylpyridin-3-yl)oxy)cyclohexane-1-carboxylic acid